(2R,3R,3aR,11aS)-2-hydroxy-3-{(1E,3ξ)-3-hydroxy-3-[1-(3-methylphenyl)cyclopropyl]-1-propen-1-yl}-1,2,3,3a,4,5,6,11a-octahydrobenzo[b]cyclopenta[g]oxocine-9-carboxylic acid O[C@@H]1C[C@H]2[C@H](CCCC3=C(O2)C=C(C=C3)C(=O)O)[C@H]1\C=C\C(C1(CC1)C1=CC(=CC=C1)C)O